C(C)(C)(C)OC(=O)N1CC(N(CC1)CC=1N=C2N(C=CC(=C2)Br)C1)=O.ClC1=C(NCC#CC2=CC=CC=C2)C=CC=C1 2-chloro-N-(3-phenylprop-2-yn-1-yl)aniline tert-butyl-4-((7-bromoimidazo[1,2-a]pyridin-2-yl)methyl)-3-oxopiperazine-1-carboxylate